C(C)OC=1C=CC(=C(C1)B(O)O)F (5-ethoxy-2-fluorophenyl)boronic acid